4-(trans-4'-pentylcyclohexyl)-3,5-difluoroaniline C(CCCC)[C@@H]1CC[C@H](CC1)C1=C(C=C(N)C=C1F)F